2-({[5-(3-Chloro-4-fluorophenyl)-1,3-oxazol-2-yl]methyl}sulfanyl)-6-(trifluoromethyl)pyrimidin-4-amin ClC=1C=C(C=CC1F)C1=CN=C(O1)CSC1=NC(=CC(=N1)N)C(F)(F)F